3,5-dichloro-4-((1-isopropyl-2-methoxy-1H-benzo[d]imidazol-6-yl)oxy)aniline ClC=1C=C(N)C=C(C1OC=1C=CC2=C(N(C(=N2)OC)C(C)C)C1)Cl